C1(=CC=CC=C1)C1(C2=CC=CC=C2C=2C=CC(=CC12)N(C=1C=CC=2N(C3=CC=CC=C3C2C1)C1=CC=CC=C1)C1=CC=CC=C1)C1=CC=CC=C1 N-(9,9-diphenyl-9H-fluoren-2-yl)-N,9-diphenyl-9H-carbazole-3-amine